3-(3,4-difluoro-2-methoxy-phenoxy)-5-methyl-N-(3-pyridyl)-6-(trifluoromethyl)pyridazine-4-carboxamide FC=1C(=C(OC=2N=NC(=C(C2C(=O)NC=2C=NC=CC2)C)C(F)(F)F)C=CC1F)OC